FC(F)(F)S(=O)[O-].[K+] potassium trifluoromethyl-sulfinate